ClC1=CC=C(C(=N1)C=1C=C(C(=C(C=O)C1)B1OC(C(O1)(C)C)(C)C)F)NC(C)C=1C=C(C=C2C(C(=C(OC12)C(C)C)C)=O)C 5-[6-chloro-3-[1-(2-isopropyl-3,6-dimethyl-4-oxo-chromen-8-yl)ethylamino]-2-pyridyl]-3-fluoro-2-(4,4,5,5-tetramethyl-1,3,2-dioxaborolan-2-yl)benzaldehyde